tert-Butyl (3-formylcyclohexyl)carbamate C(=O)C1CC(CCC1)NC(OC(C)(C)C)=O